1,4-dihydropyridine-2,3-dicarboxylate N1C(=C(CC=C1)C(=O)[O-])C(=O)[O-]